1-(3-methylphenyl)-2-(4-nitrophenyl)-2,3-dihydropyridin-4-one CC=1C=C(C=CC1)N1C(CC(C=C1)=O)C1=CC=C(C=C1)[N+](=O)[O-]